3-(5-chloro-7-{[(furan-2-yl)methyl]amino}-3-methylthieno[3,2-b]pyridin-2-yl)-N-pyridin-4-yl-D-alaninamide ClC1=CC(=C2C(=N1)C(=C(S2)C[C@@H](N)C(=O)NC2=CC=NC=C2)C)NCC=2OC=CC2